COCCNCC1(CCN(CC1)C=1C=C(N=NC1)C1=C(C=CC=C1)O)C1=CC=CC=C1 2-(5-(4-(((2-methoxyethyl)amino)methyl)-4-phenylpiperidin-1-yl)pyridazin-3-yl)phenol